(1'R,2'R)-4-(hex-2-yl)-5'-methyl-2'-(prop-1-en-2-yl)-1',2',3',4'-tetrahydro-[1,1'-biphenyl]-2,6-diol CC(CCCC)C=1C=C(C(=C(C1)O)[C@H]1[C@@H](CCC(=C1)C)C(=C)C)O